COC=1C(=C2C=CNC2=C(C1)C)CN1[C@@H](CC(CC1)CC#C)C1=CC=C(C(=O)O)C=C1 4-((2S)-1-((5-methoxy-7-methyl-1H-indol-4-yl)methyl)-4-(prop-2-yn-1-yl)piperidin-2-yl)benzoic acid